ClC1=CC=C(C=C1)C=1N(C(=C(N1)C1=NC2=C(N1C)C=C1C(=C2)OC(C(O1)(F)F)(F)F)S(=O)(=O)CC)C 2-[2-(4-Chlorophenyl)-5-(ethylsulfonyl)-1-methyl-1H-imidazol-4-yl]-6,6,7,7-tetrafluoro-1-methyl-6,7-dihydro-1H-[1,4]dioxino[2,3-f]benzimidazol